FC=1C=C(CC=2C=CC(=NC2)C2=C(C(=O)N)C=CC(=N2)CO)C=CC1 (5-(3-fluorobenzyl)pyridin-2-yl)-6-(hydroxymethyl)nicotinamide